ClC1=C(C=C(C2=C1B(OC2)O)CNC(OC(C)(C)C)=O)O tert-butyl {7-chloro-1,6-dihydroxy-1,3-dihydrobenzo[c][1,2]oxaborol-4-yl}methylcarbamate